NC1=NC=CC=C1C1=NC=2C(=NC(=CC2)C2=CC=CC=C2)N1C1=CC=C(C=C1)CNC(C1=CC=C(C=C1)C=1C(N(N(C1)COCC[Si](C)(C)C)C)=O)=O N-[[4-[2-(2-amino-3-pyridyl)-5-phenyl-imidazo[4,5-b]pyridin-3-yl]phenyl]methyl]-4-[2-methyl-3-oxo-1-(2-trimethylsilylethoxymethyl)pyrazol-4-yl]benzamide